COC1=CC(=CC=2N1C(=C(N2)OS(=O)(=O)C(F)(F)F)C)C(=O)OC methyl 5-methoxy-3-methyl-2-(trifluoromethylsulfonyloxy)imidazo[1,2-a]pyridine-7-carboxylate